2-amino-2-(4-bromo-6-fluoro-pyrazolo[1,5-a]pyridin-3-yl)acetonitrile NC(C#N)C=1C=NN2C1C(=CC(=C2)F)Br